(triphenyleneyl)[di(pyridinyl)triazinyl]biphenyl C1(=CC=CC=2C3=CC=CC=C3C3=CC=CC=C3C12)C=1C(=C(C=CC1)C1=CC=CC=C1)C1=NN=NC(=C1C1=NC=CC=C1)C1=NC=CC=C1